8-(diethylamino)-7,8,9,10-tetrahydro-5H-cyclohepta[b]naphthalene-5,11(6H)-dione C(C)N(C1CCC2=C(C(C=3C=CC=CC3C2=O)=O)CC1)CC